C(CC)(=O)OC(C(C)C)OC(C)C1=CC(CCC1)(C)C [1-(3,3-dimethyl-1-cyclohexen-1-yl) ethoxy]-2-methylpropyl propionate